BrC1=CC=C(C2=CC=CC=C12)N1C2=CC=CC=C2C=2C=CC=CC12 9-(4-bromonaphthalen-1-yl)-9H-carbazole